6-(3-Chloro-6-(difluoromethyl)-2-fluorophenyl)-N-(1-((R)-1-(5-hydroxy-6-((1R,5S)-2-oxo-3-azabicyclo[3.1.0]hex-3-yl)pyridin-3-yl)ethyl)-1H-pyrazol-4-yl)-3-methylpyrazine-2-carboxamide ClC=1C(=C(C(=CC1)C(F)F)C1=CN=C(C(=N1)C(=O)NC=1C=NN(C1)[C@H](C)C=1C=NC(=C(C1)O)N1C([C@@H]2C[C@@H]2C1)=O)C)F